NCCN1CCCCCC1 1-(2-aminoethyl)homopiperidine